O=C1NC(CCC1N1C(OC2=C1C=CC(=C2O)C2CCN(CC2)C(=O)OC(C)(C)C)=O)=O tert-butyl 4-[3-(2,6-dioxo-3-piperidyl)-7-hydroxy-2-oxo-1,3-benzoxazol-6-yl]piperidine-1-carboxylate